5-oxohexandiamid O=C(CCCC(=O)N)C(=O)N